(3R)-3-(hydroxymethyl)-piperidine OC[C@H]1CNCCC1